2,2-diethoxy-N-triethoxysilylpropyl-1-aza-2-silacyclopentane C(C)O[Si]1(N(CCC1)CCC[Si](OCC)(OCC)OCC)OCC